3-bromo-2-(1,1-difluoroethyl)-5-fluoropyridine BrC=1C(=NC=C(C1)F)C(C)(F)F